CCOC1=CC=C(C=C1)CC2=C(C=CC(=C2)Br)Cl 5-Bromo-2-Chloro-4'-Ethoxydiphenylmethane